β-phenylethyl acetate C(C)(=O)OCCC1=CC=CC=C1